3-(3-chloro-4-((4-((4-methoxybenzyl)oxy)-5-(4-(trifluoromethyl)-1H-pyrrol-2-yl)pyridin-2-yl)methoxy)-5-methylphenyl)-1,2,4-oxadiazole-5-carboxamide ClC=1C=C(C=C(C1OCC1=NC=C(C(=C1)OCC1=CC=C(C=C1)OC)C=1NC=C(C1)C(F)(F)F)C)C1=NOC(=N1)C(=O)N